N1(C(CCC1)=O)C(=O)[O-].[Cu+2].N1(C(CCC1)=O)C(=O)[O-] copper PyrrolidoneCarboxylate